N1C(=CC2=CC=CC=C12)C=O 1H-indol-2-yl-methanone